1-({6-[(2-methoxy-4-propylbenzyl)oxy]-1-methyl-3,4-dihydronaphthalen-2-yl}methyl)azetidine-3-carboxylic acid COC1=C(COC=2C=C3CCC(=C(C3=CC2)C)CN2CC(C2)C(=O)O)C=CC(=C1)CCC